1-(5-fluoro-1,2-benzoxazol-3-yl)ethane-1-sulphonamide FC=1C=CC2=C(C(=NO2)C(C)S(=O)(=O)N)C1